cyclopropylpyrazol-4-amine C1(CC1)C1=NNC=C1N